The molecule is a hydrochloride resulting from the reaction of equimolar amounts of sertraline and hydrogen chloride. A selective serotonin-reuptake inhibitor (SSRI), it is administered orally as an antidepressant for the treatment of depression, obsessive-compulsive disorder, panic disorder and post-traumatic stress disorder. It has a role as a serotonin uptake inhibitor and an antidepressant. It contains a sertraline(1+). CN[C@H]1CC[C@H](C2=CC=CC=C12)C3=CC(=C(C=C3)Cl)Cl.Cl